OC(C)(C)C1C[C@@H](N(C1=O)C(=O)OC(C)(C)C)C(=O)OC(C)(C)C Di-tert-butyl (2R)-4-(2-hydroxypropan-2-yl)-5-oxopyrrolidine-1,2-dicarboxylate